BrC1=C2CCN([C@@H](C2=C(C=C1)OCC1=NN=CN1CC)CN1C(C2=CC=CC=C2C1)=O)C(=O)[C@H]1[C@H](CCCC1)C(=O)O (1S,2R)-2-((S)-5-bromo-8-((4-ethyl-4H-1,2,4-triazol-3-yl)methoxy)-1-((1-oxoisoindolin-2-yl)methyl)-1,2,3,4-tetrahydro-isoquinoline-2-carbonyl)cyclohexane-1-carboxylic acid